tert-butyl (5-(2-amino-7-(5-methyl-1,3,4-oxadiazol-2-yl)-1H-benzo[d]imidazol-1-yl)hexyl)carbamate NC1=NC2=C(N1C(CCCCNC(OC(C)(C)C)=O)C)C(=CC=C2)C=2OC(=NN2)C